(R)-4-((3-((2,4-dichlorophenoxy)methyl)phenyl)(methoxy)methyl)piperidine-1-carboxylic acid tert-butyl ester C(C)(C)(C)OC(=O)N1CCC(CC1)[C@@H](OC)C1=CC(=CC=C1)COC1=C(C=C(C=C1)Cl)Cl